ethyl 3-ethoxy-α-cyanocinnamate C(C)OC=1C=C(C=C(C(=O)OCC)C#N)C=CC1